CC(C(=O)OC(COC(NCCCCCCNC(OCC(C)(C)OC(C(=C)C)=O)=O)=O)C)=C trimethyl-4,13-dioxo-3,14-dioxa-5,12-diazahexadecane-1,16-diyl bis(2-methyl acrylate)